CC1(C[C@H](N(C1=O)C(=O)OC(C)(C)C)C(=O)OC)C O1-tert-butyl O2-methyl (2S)-4,4-dimethyl-5-oxo-pyrrolidine-1,2-dicarboxylate